[N+](=O)([O-])C=1C=C2C=CC=C(C2=CC1)N 6-nitronaphthalene-1-amine